C1=CC=CC=2C3=CC=CC=C3C(C12)COC(=O)NCC(=O)N[C@@H](CCC(=O)OC(C)(C)C)C(=O)OCC1=CC=CC=C1 1-benzyl 5-(tert-butyl) (((9H-fluoren-9-yl)methoxy)carbonyl)glycyl-L-glutamate